C(C)OC=1C(=C(/C=C/C2=CC(=C(C=C2)NC(CCC(=O)O)=O)OC)C=C(C1)O)CC=C(C)C (E)-4-((4-(3-ethoxy-5-hydroxy-2-(3-methylbut-2-en-1-yl)styryl)-2-methoxyphenyl)amino)-4-oxobutanoic acid